[Si](C)(C)(C(C)(C)C)C1=CC=C(C2=CC=CC=C12)C(\C=C/C)O (Z)-4-tert-butyldimethylsilyl-1-naphthyl-2-buten-1-ol